N=1C=CN2C1C=C(C=C2)OC2=C(C=C(C=C2)NC2=NC=NC1=C2C2=C(CCN(CC2)C(=O)OC(C)(C)C)S1)C tert-Butyl 4-((4-(imidazo[1,2-a]pyridin-7-yloxy)-3-methylphenyl) amino)-8,9-dihydro-5H-pyrimido[5',4':4,5]thieno[2,3-d]azepine-7(6H)-carboxylate